1-(4-chloro-3-(trifluoromethyl)phenyl)-3-(2-chloro-4-((7-hydroxy-6-methoxyquinazolin-4-yl)oxy)phenyl)urea ClC1=C(C=C(C=C1)NC(=O)NC1=C(C=C(C=C1)OC1=NC=NC2=CC(=C(C=C12)OC)O)Cl)C(F)(F)F